CC=1C=CC(=C(C1)O)C1=C(C2=C(N=N1)N(CCC2)[C@H]2CN(CCC2)C)C (R)-5-methyl-2-(4-methyl-8-(1-methylpiperidin-3-yl)-5,6,7,8-tetrahydropyrido-[2,3-c]pyridazin-3-yl)phenol